C12(CCC(CC1)CC2)C2=NOC(=C2C(=O)OC2C[C@H]1CC[C@@H](C2)N1C=1SC2=C(N1)C=C(C=C2)OC)C2CC2 2-[(1R,3R,5S)-3-[(3-[bicyclo[2.2.2]octan-1-yl]-5-cyclopropyl-1,2-oxazol-4-yl)carbonyloxy]-8-azabicyclo[3.2.1]octan-8-yl]-5-methoxy-1,3-benzothiazole